C(#N)[C@@]1(CCOC2=CC=C(C=C12)C(=O)O)C (R)-4-Cyano-4-methylchroman-6-carboxylic acid